N-[1-[3-(benzotriazol-1-yl)pyrazin-2-yl]ethyl]-3,5-bis(trifluoromethyl)benzamide N1(N=NC2=C1C=CC=C2)C=2C(=NC=CN2)C(C)NC(C2=CC(=CC(=C2)C(F)(F)F)C(F)(F)F)=O